C(CCC)OC=1C=C2C[C@H](C(=CC2=CC1)CN1CC(C1)C#N)C 1-{[(3R)-6-butoxy-3-methyl-3,4-dihydronaphthalen-2-yl]Methyl}azetidine-3-carbonitrile